BrC1=C(CN2C3CCC2CC3)C(=CC=C1F)F 7-(2-bromo-3,6-difluorobenzyl)-7-azabicyclo[2.2.1]heptane